C1(=C2N(C=N1)CCC2)C(C(NC=2SC=CN2)=O)N2N=C1C=C(C=C(C1=C2)F)C=2C=CC(=NC2)N2CCN(CC2)C(=O)OC(C)(C)C tert-butyl 4-[5-[2-[1-(6,7-dihydro-5H-pyrrolo[1,2-c]imidazol-1-yl)-2-oxo-2-(thiazol-2-ylamino)ethyl]-4-fluoro-indazol-6-yl]-2-pyridyl]piperazine-1-carboxylate